Tert-butyl (1R,5R,6S)-6-hydroxy-2-azabicyclo[3.2.0]heptane-2-carboxylate O[C@@H]1[C@@H]2CCN([C@@H]2C1)C(=O)OC(C)(C)C